4,6-dioxo-2-[6-(trifluoromethyl)pyridin-3-yl]-tetrahydropyridazin-1(2H)-carboxylic acid tert-butyl ester C(C)(C)(C)OC(=O)N1N(CC(CC1=O)=O)C=1C=NC(=CC1)C(F)(F)F